6-(3,5-difluoro-4-hydroxyphenyl)-5-thioxo-5,6-dihydrothiazolo[4,5-d]pyrimidin-7(4H)-one FC=1C=C(C=C(C1O)F)N1C(NC2=C(C1=O)SC=N2)=S